ClC=1C=NC(=C(C(=O)NC2CCC(CC2)CN2C(C(C3=CC(=CC=C23)F)(O)C2=NC=C(C=C2)Cl)=O)C1)C 5-chloro-N-((1r,4r)-4-((3-(5-chloropyridin-2-yl)-5-fluoro-3-hydroxy-2-oxoindolin-1-yl)methyl)cyclohexyl)-2-methylnicotinamide